Methyl 10-methylhexadecanoate CC(CCCCCCCCC(=O)OC)CCCCCC